5-benzyl-N-((2R,3S)-2,5-dimethyl-4-oxo-2,3,4,5-tetrahydropyrido[3,2-b][1,4]oxazepin-3-yl)-1,2,4-oxadiazole-3-carboxamide C(C1=CC=CC=C1)C1=NC(=NO1)C(=O)N[C@@H]1C(N(C2=C(O[C@@H]1C)C=CC=N2)C)=O